syringyl alcohol diacetate C(C)(=O)OC1=C(C=C(COC(C)=O)C=C1OC)OC